C(C1=CC=CC=C1)OC(=O)N1[C@@H](CC2(CC2(F)F)CC1)C1=CC=C(C=C1)C(=O)OC.OC(CNC(CN1S(C2=C(C1)C=CC=C2)=O)=O)CO N-(2,3-dihydroxypropyl)-2-(benzisothiazolinone-2-yl)acetamide benzyl-(5S)-1,1-difluoro-5-(4-(methoxycarbonyl)phenyl)-6-azaspiro[2.5]octane-6-carboxylate